C(C)(C)(C)OC(=O)NC(C)C1=C(N=C(O1)C1=CC(=C(C=C1)OC(F)F)OCC1CC1)CC1(C(=O)[O-])C(C(=CC=C1)F)OCC 1-((5-(1-((tert-butoxycarbonyl) amino) ethyl)-2-(3-(cyclopropylmethoxy)-4-(difluoromethoxy) phenyl) oxazol-4-yl) methyl)-2-ethoxy-3-fluorobenzoate